FC1=C2C(N(C=NC2=CC=C1CC(=O)[O-])COCC[Si](C)(C)C)=O 5-fluoro-4-oxo-3-((2-(trimethylsilyl) ethoxy) methyl)-3,4-dihydroquinazolin-6-ylacetate